N[C@@H]1[C@@H](OCC12CCN(CC2)C=2C=C(C1=C(N2)N(N=C1I)COCC[Si](C)(C)C)C(=O)OCC)C ethyl 6-((3S,4S)-4-amino-3-methyl-2-oxa-8-azaspiro[4.5]decan-8-yl)-3-iodo-1-((2-(trimethylsilyl) ethoxy) methyl)-1H-pyrazolo[3,4-b]pyridine-4-carboxylate